1-(5-((1-isobutylpyrrolidin-3-yl)methyl)pyrazolo[1,5-a]pyridin-3-yl)dihydropyrimidine-2,4(1H,3H)-dione C(C(C)C)N1CC(CC1)CC1=CC=2N(C=C1)N=CC2N2C(NC(CC2)=O)=O